O1CCC2=C1C=C(C=C2)OC2=CC=CC=1C(=C(OC12)C)CNC 1-(7-((2,3-dihydrobenzofuran-6-yl)oxy)-2-methylbenzofuran-3-yl)-N-methyl-methylamine